CN1C=NC=2N=CN(C(C12)=O)CC1=NN(C(O1)=O)C1CC(C1)C1=CC=CC=C1 5-[(7-methyl-6-oxo-purin-1-yl)methyl]-3-(3-phenylcyclobutyl)-1,3,4-oxadiazol-2-one